(4-aminoimidazo[1,5-a]quinoxalin-8-yl)((4aS,9bS)-6-fluoro-7-(trifluoromethyl)-3,4,4a,9b-tetrahydrobenzofuro[3,2-b]pyridin-1(2H)-yl)methanone NC=1C=2N(C3=CC(=CC=C3N1)C(=O)N1[C@@H]3[C@H](CCC1)OC1=C3C=CC(=C1F)C(F)(F)F)C=NC2